ClC1=C(C=CC=C1)[C@]1([C@H](CCCC1)N[C@H](C)C1=CC=CC=C1)NC (1R,2S)-1-(2-chlorophenyl)-N1-methyl-N2-((R)-1-phenylethyl)cyclohexane-1,2-diamine